FC(C(=O)O)(F)F.C(CCCC)=O 1-pentanone trifluoroacetate